C(CC(O)(C(=O)[O-])CC(=O)[O-])(=O)[O-].C(CC(O)(C(=O)[O-])CC(=O)[O-])(=O)[O-].[Mg+2].[Mg+2].[Mg+2] tri-magnesium di-citrate